BrC=1C=C(N(N1)C1=NC=CC=C1Cl)C(=O)NC=1C(=C2C=CC=NC2=CC1C(=O)N)C 6-[[5-bromo-2-(3-chloro-2-pyridyl)pyrazole-3-carbonyl]amino]-5-methyl-quinoline-7-carboxamide